ClC=1C=C(C=CC1F)NC1=NC=NC2=CC(=C(C=C12)NC(C=CCN1CCCCC1)=O)OCC(F)F 4-Piperidin-1-yl-but-2-enoic acid [4-(3-chloro-4-fluoro-phenylamino)-7-difluoroethoxy-quinazolin-6-yl]-amide